tert-butyl (R)-5-(2-((6-(bis(tert-butoxycarbonyl)amino)-9H-purin-9-yl)methyl)-3,4-dichlorophenoxy)-2-((tert-butoxycarbonyl)amino)pentanoate C(C)(C)(C)OC(=O)N(C1=C2N=CN(C2=NC=N1)CC1=C(OCCC[C@H](C(=O)OC(C)(C)C)NC(=O)OC(C)(C)C)C=CC(=C1Cl)Cl)C(=O)OC(C)(C)C